(3R)-3-[4-[4-(methylamino)-1-piperidyl]indolin-1-yl]piperidine-2,6-dione CNC1CCN(CC1)C1=C2CCN(C2=CC=C1)[C@H]1C(NC(CC1)=O)=O